2-amino-6-(spiro[2.5]oct-7-ylmethyl)-4-(trifluoromethyl)-7H-pyrrolo[3,4-d]pyrimidin-5-one NC=1N=C(C2=C(N1)CN(C2=O)CC2CCCC1(CC1)C2)C(F)(F)F